6-(2-(2-methoxy-2-oxoethyl)pyrrolidin-1-yl)pyridin-2-yl 3-(o-tolyl)propiolate C1(=C(C=CC=C1)C#CC(=O)OC1=NC(=CC=C1)N1C(CCC1)CC(=O)OC)C